benzyl (R)-2-(benzyloxy)-4-(N-(4-cyclohexylbenzyl)-1-((pentafluorophenyl)sulfonyl)pyrrolidine-2-carboxamido)benzoate C(C1=CC=CC=C1)OC1=C(C(=O)OCC2=CC=CC=C2)C=CC(=C1)N(C(=O)[C@@H]1N(CCC1)S(=O)(=O)C1=C(C(=C(C(=C1F)F)F)F)F)CC1=CC=C(C=C1)C1CCCCC1